(E)-3-(2-(3-(((1-(4-(1-(4-hydroxyphenyl)-2-phenylbut-1-en-1-yl)phenyl)piperidin-4-yl)methyl)amino)pyrrolidin-1-yl)-5-oxo-5,7-dihydro-6H-pyrrolo[3,4-b]pyridin-6-yl)piperidine-2,6-dione OC1=CC=C(C=C1)\C(=C(/CC)\C1=CC=CC=C1)\C1=CC=C(C=C1)N1CCC(CC1)CNC1CN(CC1)C1=CC=C2C(=N1)CN(C2=O)C2C(NC(CC2)=O)=O